NCC#CC1=C2C(N(C(C2=CC=C1)=O)C1C(NC(CC1)=O)=O)=O 4-(3-aminoprop-1-yn-1-yl)-2-(2,6-dioxopiperidin-3-yl)isoindole-1,3-dione